5-(2,6-dichloro-4-nitrophenoxy)-2-methoxy-N-methylnicotinamide ClC1=C(OC=2C=NC(=C(C(=O)NC)C2)OC)C(=CC(=C1)[N+](=O)[O-])Cl